COC1=CC=C(C=C1)C=1OC=C(C1C(=O)O)C(=O)O 2-(4-methoxyphenyl)-3,4-furandicarboxylic acid